FC=1C=NC(=NC1)N1N=NC=2CN(C(CC21)C)C(=O)C2=CC(=CC=C2)C(F)(F)F 1-(5-fluoropyrimidin-2-yl)-6-methyl-6,7-dihydro-1H-[1,2,3]triazolo[4,5-c]pyridin-5(4H)-yl(3-(trifluoromethyl)phenyl)methanone